Cl.FC(OC1=C(C=CC=C1F)NC1=C(NC2=C1C(NCC2)=O)C2=C(C=NC=C2)OCC(C)(C)OC)F 3-{[2-(difluoromethoxy)-3-fluorophenyl]amino}-2-[3-(2-methoxy-2-methylpropoxy)pyridin-4-yl]-1,5,6,7-tetrahydro-4H-pyrrolo[3,2-c]pyridin-4-one hydrochloride